CN(C(CC)=O)C1=CC=C(C=C1)C1=CC=C(C=C1)C(=O)NCC=1C(=NC=CC1)C 4'-(N-methylpropanamido)-N-((2-methylpyridin-3-yl)methyl)-[1,1'-biphenyl]-4-carboxamide